(2-methoxyphenoxy)-1-phenylethanol COC1=C(OC(C)(O)C2=CC=CC=C2)C=CC=C1